2-[(3S)-3-hydroxy-1-piperidyl]-4-[[5-(4-hydroxy-1-piperidyl)-2-pyridyl]amino]-6H-1,6-naphthyridin-5-one O[C@@H]1CN(CCC1)C1=NC=2C=CNC(C2C(=C1)NC1=NC=C(C=C1)N1CCC(CC1)O)=O